N-(4-(4-((4-cyanophenyl)sulfonamido)phenyl)-1H-pyrrolo[2,3-b]pyridin-6-yl)cyclopropylcarboxamide C(#N)C1=CC=C(C=C1)S(=O)(=O)NC1=CC=C(C=C1)C1=C2C(=NC(=C1)NC(=O)C1CC1)NC=C2